[Na].[Mn].[Li] lithium manganese sodium